C(CCCCCCCC)OCCOC(C=C)=O.C(CCCCCCCCC=C)OCCOC(C=C)=O.C(C=C)(=O)OCCOCCCCCCCCCC decoxyethyl acrylate undecylenoxyethyl-acrylate nonoxyethyl-acrylate